(R)-3-amino-1-(4-((6-amino-9H-purin-9-yl)methyl)-6-(3-fluoro-4-methoxyphenyl)pyridin-3-yl)-N,N-dimethylpiperidine-3-carboxamide N[C@]1(CN(CCC1)C=1C=NC(=CC1CN1C2=NC=NC(=C2N=C1)N)C1=CC(=C(C=C1)OC)F)C(=O)N(C)C